4-(7-fluoro-1H-pyrrolo[3,2-c]pyridin-4-yl)-N-(cis-4-hydroxycyclohexyl)benzamide racemic-methyl-3-[[(3R,4S)-4-methyltetrahydrofuran-3-yl]amino]-4-nitrobenzoate COC(C1=CC(=C(C=C1)[N+](=O)[O-])N[C@H]1COC[C@H]1C)=O.FC=1C2=C(C(=NC1)C1=CC=C(C(=O)N[C@@H]3CC[C@@H](CC3)O)C=C1)C=CN2 |&1:13,17|